N-(2-(difluoromethoxy)-4-fluoro-5-nitrophenyl)-4-(6-methoxy-1-methyl-1H-indol-3-yl)pyrimidin-2-amine FC(OC1=C(C=C(C(=C1)F)[N+](=O)[O-])NC1=NC=CC(=N1)C1=CN(C2=CC(=CC=C12)OC)C)F